C(C1=CC=CC=C1)C(CCCC(=O)N1C=C(C2=CC=C(C=C12)OC)/C(=C/C1=C(C=CC(=C1)C#N)OC)/C#N)(P([O-])([O-])=O)CC1=CC=CC=C1 (Z)-dibenzyl-5-(3-(1-cyano-2-(5-cyano-2-methoxyphenyl)vinyl)-6-methoxy-1H-indol-1-yl)-5-oxopentylphosphonate